OC=1C=C(C(=CC1)C1C(CC=CC1)NC(C)=O)C1=CC(=CC=C1)C(F)(F)F N-(4'-hydroxy-3''-(trifluoromethyl)-1,2,3,6-tetrahydro-[1,1':2',1''-terphenyl]-2-yl)acetamide